di(4-fluorocyclohexyl) (4-fluorocyclohexyl)phosphonate FC1CCC(CC1)P(OC1CCC(CC1)F)(OC1CCC(CC1)F)=O